1-methyl-3-(1-oxo-5-piperazin-1-yl-isoindolin-2-yl)piperidine-2,6-dione CN1C(C(CCC1=O)N1C(C2=CC=C(C=C2C1)N1CCNCC1)=O)=O